C(C)(C)(C)C=1C=C(C=C(C1)O)CCC(=O)OCCOCCOCCOC(CCC1=CC(=CC(=C1)O)C(C)(C)C)=O triethylene glycol-bis[3-(3-t-butyl-5-hydroxyphenyl) propionate]